3,5-difluoro-4-nitrobenzonitrile FC=1C=C(C#N)C=C(C1[N+](=O)[O-])F